1-(4-(dimethylamino)-4-methylpent-2-ynoyl)-4-fluoropiperidine CN(C(C#CC(=O)N1CCC(CC1)F)(C)C)C